N-(5-carbamoylthiophen-3-yl)-2-((4,4-difluorocyclohexyl)methyl)-6-fluoro-2H-indazole-3-carboxamide C(N)(=O)C1=CC(=CS1)NC(=O)C=1N(N=C2C=C(C=CC12)F)CC1CCC(CC1)(F)F